zirconium tetra(2-ethylhexanoate) C(C)C(C(=O)[O-])CCCC.C(C)C(C(=O)[O-])CCCC.C(C)C(C(=O)[O-])CCCC.C(C)C(C(=O)[O-])CCCC.[Zr+4]